Cl.N1=NC(C=C1)=C1C=NN=C1 3,4'-bipyrazole HCl